3-(5,7-dichloro-2H-pyrimido[4,5-d][1,3]oxazin-1(4H)yl)propan-1-ol ClC1=NC(=NC=2N(COCC21)CCCO)Cl